methyl (2S)-2-((2S)-2-(((2-(3-chlorophenyl)-1-phenylethoxy)carbonyl)amino)-4-methylpentanamido)-3-((S)-2-oxopyrrolidin-3-yl)propanoate ClC=1C=C(C=CC1)CC(OC(=O)N[C@H](C(=O)N[C@H](C(=O)OC)C[C@H]1C(NCC1)=O)CC(C)C)C1=CC=CC=C1